(1R,3S,Z)-3-hydroxy-5-(2-((1R,3aS,7aR,E)-1-((R)-6-hydroxy-6-methylheptan-2-yl)-7a-methyloctahydro-4H-inden-4-ylidene)ethylidene)-4-methylenecyclohexyl (R,Z)-12-acetoxyoctadec-9-enoate C(C)(=O)O[C@@H](C\C=C/CCCCCCCC(=O)O[C@H]1C[C@@H](C(\C(\C1)=C/C=C\1/[C@@H]2CC[C@@H]([C@]2(CCC1)C)[C@H](C)CCCC(C)(C)O)=C)O)CCCCCC